C(=O)C1CC(C1)OC1CCN(CC1)C(=O)OC(C)(C)C tert-butyl 4-(3-formylcyclobutoxy)piperidine-1-carboxylate